hexakis(silylethynyl)benzene [SiH3]C#CC1=C(C(=C(C(=C1C#C[SiH3])C#C[SiH3])C#C[SiH3])C#C[SiH3])C#C[SiH3]